6-[(Z)-4-amino-2,3-dimethylphenylimino]-2,3,4,6-tetrahydroquinolin-7-ylamine NC1=C(C(=C(C=C1)\N=C/1\C=C2CCCN=C2C=C1N)C)C